(S)-tert-butyl (5-amino-5-(5-(2-methoxyquinolin-3-yl)-1H-imidazol-2-yl)pentyl)carbamate N[C@@H](CCCCNC(OC(C)(C)C)=O)C=1NC(=CN1)C=1C(=NC2=CC=CC=C2C1)OC